chloro-N5-(3-chloropyridin-2-yl)-N3-(6-methoxy-2-methyl-1,2,3,4-tetrahydroisoquinolin-7-yl)-1,2,4-triazine-3,5-diamine ClC1=C(N=C(N=N1)NC1=C(C=C2CCN(CC2=C1)C)OC)NC1=NC=CC=C1Cl